COCCN1C=C(C=C1)C(=O)O 1-(2-methoxyethyl)pyrrole-3-carboxylic acid